C(CCCCCCC)N=C1SCN2C1CCCC2 (octylimino)hexahydro[1,3]thiazolo[3,4-a]pyridine